COC1=CC=C(CN(C2=NC=NN3C2=NC=C3C=3C=NN(C3)C=3C(=CC(=C(C3)NC(=O)C3=NC=CC(=C3)C(F)(F)F)F)C)CC3=CC=C(C=C3)OC)C=C1 N-(5-(4-(4-(bis(4-methoxybenzyl)amino)imidazo[2,1-f][1,2,4]triazin-7-yl)-1H-pyrazol-1-yl)-2-fluoro-4-methylphenyl)-4-(trifluoromethyl)pyridineamide